C1(CC1)N1C=C(C2=CC=CC=C12)B1OC(C(O1)(C)C)(C)C 1-cyclopropyl-3-(tetramethyl-1,3,2-dioxaborolan-2-yl)-1H-indole